2-[4-(3-fluorooxetan-3-yl)phenyl]-4-[2-(2,2,2-trifluoroethoxy)phenyl]-2,3-dihydro-1H-pyrrolo[3,4-c]pyridin-1-one FC1(COC1)C1=CC=C(C=C1)N1CC=2C(=NC=CC2C1=O)C1=C(C=CC=C1)OCC(F)(F)F